NC=1C2=C(N=C(N1)Cl)N(C=C2C=2SC=C(N2)CC2=CC=CC=C2)[C@H]2[C@@H]([C@@H]([C@H](C2)[C@H]2CNCCC2)O)O (1R,2S,3R,5R)-3-(4-Amino-5-(4-benzylthiazol-2-yl)-2-chloro-7H-pyrrolo[2,3-d]pyrimidin-7-yl)-5-((S)-piperidin-3-yl)cyclopentane-1,2-diol